1-bromo-4-chlorobutane BrCCCCCl